CN(C)C=C1C(CC(CC1=O)C=1C=C(C(=O)NCCCCC2=CC=CC=C2)C=CC1)=O 3-(4-((dimethylamino)methylene)-3,5-dioxocyclohexyl)-N-(4-phenylbutyl)-benzamide